2-(benzyloxy)-3-hydroxypropanal C(C1=CC=CC=C1)OC(C=O)CO